FC(OC1=CC=C(OC2=CC=C(C=O)C=C2)C=C1)(F)F 4-(4-(trifluoromethoxy)phenoxy)benzaldehyde